3-(trifluoromethyl)benzene-1,2-diamine FC(C1=C(C(=CC=C1)N)N)(F)F